P(=O)(OCC1=CC=CC=C1)(OCC1=CC=CC=C1)OC([C@H](C)O)CC dibenzyl ((2S)-2-hydroxypentan-3-yl) phosphate